BrC=1C(=C(C=C(C1)Cl)N1C[C@](CC1)(C(=O)OC)NC(=O)OC(C)(C)C)C=O methyl (R)-1-(3-bromo-5-chloro-2-formylphenyl)-3-((tert-butoxycarbonyl)amino)pyrrolidine-3-carboxylate